3-cyano-7-methoxyquinolin C(#N)C=1C=NC2=CC(=CC=C2C1)OC